3-(4-Fluorophenoxymethyl)-2-{[5-methyl-2-(1,3-thiazol-2-yl)phenyl]carbonyl}-2-azabicyclo[3.1.1]heptan FC1=CC=C(OCC2N(C3CC(C2)C3)C(=O)C3=C(C=CC(=C3)C)C=3SC=CN3)C=C1